N-({2-[(2,6-dimethyloxan-4-yl)oxy]-3,5-difluorophenyl}methyl)-5-{2-acetamidoimidazo[1,2-b]pyridazin-6-yl}-2-(deutero)methoxy-6-methylpyridine-3-carboxamide CC1OC(CC(C1)OC1=C(C=C(C=C1F)F)CNC(=O)C=1C(=NC(=C(C1)C=1C=CC=2N(N1)C=C(N2)NC(C)=O)C)OC[2H])C